N2-(4-aminophenyl)-N4-[2-(6-methyl-2-pyridyl)pyrimidin-4-yl]pyrimidine-2,4-diamine NC1=CC=C(C=C1)NC1=NC=CC(=N1)NC1=NC(=NC=C1)C1=NC(=CC=C1)C